5-methyl-2-(methylamino)phenol CC=1C=CC(=C(C1)O)NC